ClC1=C(C=C(C=C1)Cl)NC1N(C(=NC(=N1)N)N1CCOCC1)C1=C(C=CC(=C1)Cl)Cl N,N1-Bis-(2,5-dichlorophenyl)-6-morpholin-4-yl-[1,3,5]triazine-2,4-diamine